CC1(C2CCC1(C(C2)O)C)C The molecule is a bornane monoterpenoid that is 1,7,7-trimethylbicyclo[2.2.1]heptane substituted by a hydroxy group at position 2. It has a role as a volatile oil component and a metabolite.